(S)-2-(6-chloro-2-(pyridin-4-yl)-1,2,3,4-tetrahydroisoquinolin-8-yl)pyrrolidine ClC=1C=C2CCN(CC2=C(C1)[C@H]1NCCC1)C1=CC=NC=C1